1-(4-isopropoxyphenyl)methanamine hydrochloride Cl.C(C)(C)OC1=CC=C(C=C1)CN